BrC1=CC=C(C=C1)C1NCCC2=C1NC1=CC=CC=C21 1-(4-bromophenyl)-2,3,4,9-tetrahydro-1H-pyrido[3,4-b]indole